1-(5-(((2S,4R)-2-methyl-1-(pyrrolidin-1-ylsulfonyl)piperidin-4-yl)methyl)pyrazolo[1,5-a]pyridin-3-yl)dihydropyrimidine-2,4(1H,3H)-dione C[C@@H]1N(CC[C@H](C1)CC1=CC=2N(C=C1)N=CC2N2C(NC(CC2)=O)=O)S(=O)(=O)N2CCCC2